ClC1=C(C=CC=C1)C=1N(C2=NC(=NC(=C2N1)N1CCC(CC1)C(F)(F)F)N1N=CC(=C1)C)C1=CC=C(C=C1)Cl 8-(2-chlorophenyl)-9-(4-chlorophenyl)-2-(4-methylpyrazol-1-yl)-6-[4-(trifluoromethyl)-1-piperidinyl]purine